(R)-8-azaspiro[4.5]decan-1-amine [C@H]1(CCCC12CCNCC2)N